CN(C1CCCCC1)CC1=C(C(=CC(=C1)Br)Cl)N N-methyl-N-cyclohexyl-2-amino-3-chloro-5-bromobenzyl-amine